[3-(1H-benzimidazol-2-yl)-4-chlorophenyl]-4-(morpholin-4-ylsulfonyl)-2-chlorobenzamide N1C(=NC2=C1C=CC=C2)C=2C=C(C=CC2Cl)C=2C(=C(C(=O)N)C=CC2S(=O)(=O)N2CCOCC2)Cl